[N+](=O)([O-])C1=CC=C(C=C1)N1N[NH2+]C(=N1)C1=C(C=C(C=C1)S(=O)(=O)O)S(=O)(=O)O 3-(4-nitrophenyl)-5-(2,4-disulfophenyl)-2H-tetrazolium